stearoxytitanium C(CCCCCCCCCCCCCCCCC)O[Ti]